myristoyl-coa C(CCCCCCCCCCCCC)(=O)SCCNC(CCNC([C@@H](C(COP(OP(OC[C@@H]1[C@H]([C@H]([C@@H](O1)N1C=NC=2C(N)=NC=NC12)O)OP(=O)(O)O)(=O)O)(=O)O)(C)C)O)=O)=O